FC=1C=C(C(=C2CCCC12)NC(=O)NS(=O)(=O)N1[C@H]2CN([C@@H](C1)C2)C)C2=CC(=NC=C2)OC (1R,4R)-N-((7-fluoro-5-(2-methoxypyridin-4-yl)-2,3-dihydro-1H-inden-4-yl)carbamoyl)-5-methyl-2,5-diazabicyclo[2.2.1]Heptane-2-sulfonamide